4-{4-[1-(2,6-dioxopiperidin-3-yl)-3-methyl-2-oxo-1,3-benzodiazol-5-yl]piperazin-1-yl}-3,3-difluoro-2,6-dihydropyridine-1-carboxylic acid tert-butyl ester C(C)(C)(C)OC(=O)N1CC(C(=CC1)N1CCN(CC1)C1=CC2=C(N(C(N2C)=O)C2C(NC(CC2)=O)=O)C=C1)(F)F